4-bromo-6-chloro-1-(((2R,4R)-4-(methylsulfonyl)pentan-2-yl)oxy)-2,7-naphthyridine BrC1=CN=C(C2=CN=C(C=C12)Cl)O[C@H](C)C[C@@H](C)S(=O)(=O)C